C(C)(C)(C)OC(N(C)CC1=CN(C(=C1)Br)S(=O)(=O)C1=CC(=CC=C1)OCCF)=O tert-butyl((5-bromo-1-((3-(2-fluoroethoxy)phenyl)sulfonyl)-1H-pyrrol-3-yl)methyl)(methyl)carbamate